tert-butyl 5-[7-amino-2-(2-cyanoallyl)-1-oxo-isoindolin-4-yl]-3-phenyl-indazole-1-carboxylate NC=1C=CC(=C2CN(C(C12)=O)CC(=C)C#N)C=1C=C2C(=NN(C2=CC1)C(=O)OC(C)(C)C)C1=CC=CC=C1